C(C1=CC=CC=C1)O[C@@H]1[C@](O[C@@H]2[C@H]1OC=1N2C=C(C(N1)=O)C)(COCC1=CC=CC=C1)CCCNC(OC(C)(C)C)=O Tert-butyl (3-{(2R,3S,3aS,9aR)-3-(benzyloxy)-2-[(benzyloxy)methyl]-7-methyl-6-oxo-2,3,3a,9a-tetrahydro-6H-furo[2',3':4,5][1,3]oxazolo[3,2-a]pyrimidin-2-yl}propyl)carbamate